7-((3,3-difluoro-1-methylpiperidin-4-yl)amino)-1,1-dioxido-3-(2,2,2-trifluoroethyl)benzo[b]thiophen FC1(CN(CCC1NC1=CC=CC2=C1S(C=C2CC(F)(F)F)(=O)=O)C)F